(phenylamino)methylthioketone C1(=CC=CC=C1)NCC(=S)CNC1=CC=CC=C1